[H-].[Na+].CC1=NN(C=C1B1OC(C(O1)(C)C)(C)C)C1COC1 3-methyl-1-(oxetan-3-yl)-4-(4,4,5,5-tetramethyl-1,3,2-dioxaborolan-2-yl)-1H-pyrazole Sodium hydride